OC1=CC=C2NC=C(C[C@H](N)C(=O)O)C2=C1 5-hydroxytryptophan